BrC=1C=CC2=C(SC3=C2C=CC=C3)C1I 3-bromo-4-iododibenzo[b,d]thiophene